N-{2-[2-(2-aminoethoxy)ethoxy]ethyl}4-(3-{4-[(3S,4R)-3-fluoro-1-methyl-4-piperidylamino]-1-(2,2,2-trifluoroethyl)-2-indolyl}-2-propynylamino)-3-anisamide NCCOCCOCCNC(C1=CC(=C(C=C1)NCC#CC=1N(C2=CC=CC(=C2C1)N[C@H]1[C@H](CN(CC1)C)F)CC(F)(F)F)OC)=O